4-bromo-3-(trifluoromethyl)phenylboronic acid BrC1=C(C=C(C=C1)B(O)O)C(F)(F)F